FC1=C(C=C2C=NNC2=C1)[C@H]1N(C[C@@H](CC1)C)C(C(=O)NC=1C=C(C=NC1)C(=O)N)=O 5-[[2-[(2S,5R)-2-(6-Fluoro-1H-indazol-5-yl)-5-methyl-1-piperidyl]-2-oxo-acetyl]amino]pyridine-3-carboxamide